(R)-N-(4-((2-((5-(tert-butyl)-1-(3-hydroxy-2-methylpropyl)-1H-pyrazol-3-yl)amino)-1-methyl-1H-imidazo[4,5-b]pyridin-6-yl)oxy)pyridin-2-yl)cyclopropanecarboxamide C(C)(C)(C)C1=CC(=NN1C[C@H](CO)C)NC=1N(C=2C(=NC=C(C2)OC2=CC(=NC=C2)NC(=O)C2CC2)N1)C